3-fluoro-2-methyl-6-nitrobenzenesulfonyl chloride FC=1C(=C(C(=CC1)[N+](=O)[O-])S(=O)(=O)Cl)C